O1CCN(CC1)CCCNC(C(CCSCCC(=O)OCC(CCCCCCCCCCCC)CCCCCCCCCC)NC(CCCCCCCCCCCCCCCCC)=O)=O 2-decyltetradecyl 3-((4-((3-morpholinopropyl)amino)-4-oxo-3-stearamidobutyl)thio)propanoate